C(C)N1C2=CC=C(C=C2C=2C=C(C=CC12)C(C)=O)C(C1=C(C=CC=C1)C)=O 1-[9-ethyl-6-(2-methyl-benzoyl)-9H-carbazol-3-yl]ethanone